C(C)(=O)C1=CC=C(CBr)C=C1 4-(acetyl)benzyl bromide